N-{(2S,3R,4S)-1-(cyclopropanecarbonyl)-2-[(2,2'-difluoro[1,1'-biphenyl]-3-yl)-methyl]-4-fluoropyrrolidin-3-yl}methanesulfonamide C1(CC1)C(=O)N1[C@H]([C@H]([C@H](C1)F)NS(=O)(=O)C)CC=1C(=C(C=CC1)C1=C(C=CC=C1)F)F